4-[[4-[[(1S)-2-hydroxy-1-phenyl-ethyl]amino]-5-(1H-triazol-5-yl)pyrimidin-2-yl]amino]-2-methyl-benzamide OC[C@H](C1=CC=CC=C1)NC1=NC(=NC=C1C1=CN=NN1)NC1=CC(=C(C(=O)N)C=C1)C